ClC=1C=C(C=CC1OCC)C1=CC(=CN=N1)C(=O)NCC=1C(=NC=CC1)N1CCOCC1 6-(3-chloro-4-ethoxy-phenyl)-N-[(2-morpholino-3-pyridinyl)methyl]pyridazine-4-carboxamide